FC=1C=CC(=C2C=CC=NC12)[C@@H](C=1N=NN(C1)C1(CC1)C(F)(F)F)NC=1C=C2C(=C(C=NC2=C(C1)C#N)C#N)NCC(C)(C)C (S)-6-(((8-fluoroquinolin-5-yl)(1-(1-(trifluoromethyl)cyclopropyl)-1H-1,2,3-triazol-4-yl)methyl)amino)-4-(neopentylamino)quinoline-3,8-dicarbonitrile